FC1=C(C=C(C=C1)NC(=O)C1=C(N(C(=C1C)C(C(=O)NC1(CCC1)CO)=O)C)C)C N-(4-fluoro-3-methylphenyl)-5-(2-((1-(hydroxymethyl)cyclobutyl)amino)-2-oxoacetyl)-1,2,4-trimethyl-1H-pyrrole-3-carboxamide